3,5-dibromo-4-methoxy-1-methylpyridin-2(1H)-one BrC=1C(N(C=C(C1OC)Br)C)=O